3-Methoxy-5-(4-nitro-1H-imidazol-1-yl)pyridine COC=1C=NC=C(C1)N1C=NC(=C1)[N+](=O)[O-]